BrC=1C=C(C=CC1)C1(CCC1)CC1=NN=CN1C 3-[[1-(3-bromophenyl)cyclobutyl]methyl]-4-methyl-1,2,4-triazole